C(CCCCCCCCCCCCCCCCCCCCCCCCCC)(=O)OCCCCCCCC\C=C\CCCCCCCC elaidyl heptacosanoate